ClC1=CC=C2C(=C(C=NC2=N1)N1CCN(CC1)C(=O)OCC1=CC=CC=C1)C(F)(F)F benzyl 4-[7-chloro-4-(trifluoromethyl)-1,8-naphthyridin-3-yl]piperazine-1-carboxylate